3-[3-methyl-1-(4-methyl-1,2,4-triazol-3-yl)cyclobutyl]-5-[2-[[(3S)-3-methyl-1-piperidinyl]methyl]-7-oxo-1-(p-tolylsulfonyl)-4-(trifluoromethyl)pyrrolo[2,3-c]pyridin-6-yl]benzoic acid CC1CC(C1)(C1=NN=CN1C)C=1C=C(C(=O)O)C=C(C1)N1C(C2=C(C(=C1)C(F)(F)F)C=C(N2S(=O)(=O)C2=CC=C(C=C2)C)CN2C[C@H](CCC2)C)=O